C(C)(C)(C)OC(=O)N1CC2CCC(C1)C2C2=NC(=NC=1C(=C(C3=C(C21)COC3)Br)F)SCC 8-(6-Bromo-3-ethylsulfanyl-5-fluoro-7,9-dihydrofuro[3,4-f]quinazolin-1-yl)-3-azabicyclo[3.2.1]octane-3-carboxylic acid tert-butyl ester